C1(=CC(=CC(=C1)O)O)O benzene-1,3,5-triol